FC1=C(C(=C(C(=C1[B-](C1=C(C(=C(C(=C1F)F)F)F)F)(C1=C(C(=C(C(=C1F)F)F)F)F)C1=C(C(=C(C(=C1F)F)F)F)F)F)F)F)F.[NH4+] ammonium tetrakis(pentafluorophenyl)borate salt